O1COC2=C1C=CC(=C2)C(CC(=O)C2=CC=C(C=C2)OC)=O 1-(1,3-benzodioxol-5-yl)-3-(4-methoxyphenyl)-1,3-Propanedione